bisfluoro carbonate C(OF)(OF)=O